N,N-bis(2-methoxyethyl)-3-phenylbut-3-en-1-amine COCCN(CCC(=C)C1=CC=CC=C1)CCOC